2-butyl-1-(4-methoxybenzyl)-7-(1H-pyrrol-2-yl)-1H-imidazo[4,5-d]pyridazin-4-amine hydrochloride salt Cl.C(CCC)C1=NC=2C(=C(N=NC2N)C=2NC=CC2)N1CC1=CC=C(C=C1)OC